2-OXIRANYLMETHYL-ISOINDOLE-1,3-DIONE O1C(C1)CN1C(C2=CC=CC=C2C1=O)=O